Cl.Cl.Cl.FC=1C=C(C=CC1F)[N+](=O)[O-] 3,4-difluoronitrobenzene, trihydrochloride